(3R)-N-(2,4-dichlorophenyl)-4-[4-(2-ethoxypyridin-3-yl)-3-fluoro-2-[[2-(methylamino)ethyl]carbamoyl]phenyl]-3-ethylpiperazine-1-carboxamide ClC1=C(C=CC(=C1)Cl)NC(=O)N1C[C@H](N(CC1)C1=C(C(=C(C=C1)C=1C(=NC=CC1)OCC)F)C(NCCNC)=O)CC